C1(CC1)C=1SC2=C(N(C(N(C2=O)C2=CC3=CN(N=C3C=C2)C)=O)C2=CC=C(C=C2)OC(F)F)N1 2-cyclopropyl-4-(4-(difluoromethoxy)phenyl)-6-(2-methyl-2H-indazol-5-yl)thiazolo[4,5-d]pyrimidine-5,7(4H,6H)-dione